2-Chloro-4-(2-methoxy-5-methylphenyl)pyrimidine ClC1=NC=CC(=N1)C1=C(C=CC(=C1)C)OC